N-[4-(trifluoromethyl)cyclohexyl]-1,4,6,7-tetrahydropyrano[4,3-c]pyrazole-3-carboxamid FC(C1CCC(CC1)NC(=O)C=1C2=C(NN1)CCOC2)(F)F